8-chloro-7-methoxyquinazoline-2,4-diol ClC=1C(=CC=C2C(=NC(=NC12)O)O)OC